BrC=1N=CC=2N(C1)C=C(N2)C2N(C[C@H](C2)OC)C(=O)OC(C)(C)C tert-butyl (4S)-2-{6-bromoimidazo[1,2-a]pyrazin-2-yl}-4-methoxypyrrolidine-1-carboxylate